C(#N)[C@H](CC1=C(C=C(C=C1)C=1C=CC2=C(N(C(O2)=O)C)C1)F)NC(=O)[C@H]1OC[C@@H](CNC1)OC(F)(F)F (2S,6R)-N-((S)-1-cyano-2-(2-fluoro-4-(3-methyl-2-oxo-2,3-dihydrobenzo[d]oxazol-5-yl)phenyl)ethyl)-6-(trifluoromethoxy)-1,4-oxazepane-2-carboxamide